(3S,4S)-1-(1H-benzo[d]imidazol-5-yl)-4-(4-(1-(difluoromethyl)-1H-pyrazol-4-yl)-2,6-difluorophenyl)-3-methylazetidin-2-one N1C=NC2=C1C=CC(=C2)N2C([C@H]([C@H]2C2=C(C=C(C=C2F)C=2C=NN(C2)C(F)F)F)C)=O